1-Benzyl-N-((1,2,3,5,6,7-hexahydro-s-indacen-4-yl)carbamoyl)-1H-1,2,4-triazole-3-sulfonamide C(C1=CC=CC=C1)N1N=C(N=C1)S(=O)(=O)NC(NC1=C2CCCC2=CC=2CCCC12)=O